OC1=C(C(=CC(=C1)OC)OC)C(\C=C\C1=C(C=C(C(=C1)OC)OC)OC)=O (E)-1-(2-hydroxy-4,6-dimethoxyphenyl)-3-(2,4,5-trimethoxyphenyl)prop-2-en-1-one